bis(2-chlorophenyl)-4,4',5,5'-tetraphenylbiimidazole ClC1=C(C=CC=C1)C1(N=C(C(=N1)C1=CC=CC=C1)C1=CC=CC=C1)C1(N=C(C(=N1)C1=CC=CC=C1)C1=CC=CC=C1)C1=C(C=CC=C1)Cl